O[C@@H]1C[C@H](NC1)C(=O)N[C@@H](CO)C1=CC=C(C=C1)C=1C(=NC=NC1)C (2S,4R)-4-hydroxy-N-((R)-2-hydroxy-1-(4-(4-methylpyrimidin-5-yl)phenyl)ethyl)pyrrolidine-2-carboxamide